di-methylformamide CN(C=O)C